1-(4-acetyl-2-isopropylpyridin-3-yl)-4-((S)-4-acryloyl-2-methylpiperazin-1-yl)-6-fluoro-7-(2-fluoro-6-hydroxyphenyl)pyrido[2,3-d]pyrimidin-2(1H)-one C(C)(=O)C1=C(C(=NC=C1)C(C)C)N1C(N=C(C2=C1N=C(C(=C2)F)C2=C(C=CC=C2O)F)N2[C@H](CN(CC2)C(C=C)=O)C)=O